C(C)OC(=O)C(=CCC)CCCCCC Dec-3-en-4-yl-carboxylic acid ethyl ester